CC1=NC2=CC=CC(=C2C(N1C1C(NC(CC1)=O)=O)=O)OCC1=NC=C(C=C1)CN1CCCCC1 3-(2-methyl-4-oxo-5-((5-(piperidin-1-ylmethyl)pyridin-2-yl)methoxy)quinazolin-3(4H)-yl)piperidine-2,6-dione